FCCCC=1CC(C=C2N=C3C=CC=CC3=CC12)(C)N 1-(3-fluoropropyl)-3-amino-3-methylacridine